2-(1-bromoethyl)-3-phenylquinazolin-4(3H)-one BrC(C)C1=NC2=CC=CC=C2C(N1C1=CC=CC=C1)=O